CC1=CC=CC=2NC(=NC21)C(=O)N2C(C=1C=CC=NC1CC2)C (4-Methyl-1H-benzimidazol-2-yl)-(5-methyl-7,8-dihydro-5H-1,6-naphthyridin-6-yl)methanone